CN(CCN(CC(C(C)(C)C)=O)CCOC)C 1-((2-(dimethylamino)ethyl)(2-methoxyethyl)amino)-3,3-dimethylbutan-2-one